FC=1C(=C(C=CC1F)[C@H]1[C@@H](OC(O1)(C(F)(F)F)C1=CC=CC=C1)C(=O)O)OC |r| rac-(4R,5S)-5-(3,4-difluoro-2-methoxyphenyl)-2-phenyl-2-(trifluoromethyl)-1,3-dioxolane-4-carboxylic acid